(S)-8-(2-amino-6-((R)-1-(5-chloro-3'-(methylcarbamoyl)-[1,1'-biphenyl]-2-yl)-2,2,2-trifluoroethoxy)pyrimidin-4-yl)-2,8-diazaspiro[4.5]decane-3-carboxylic acid NC1=NC(=CC(=N1)N1CCC2(C[C@H](NC2)C(=O)O)CC1)O[C@@H](C(F)(F)F)C1=C(C=C(C=C1)Cl)C1=CC(=CC=C1)C(NC)=O